FCCN1CCC(CC1)OC1OC2=C(C(NC1)=O)C=CC=C2 [1-(2-fluoroethyl)-4-piperidyl]oxyl-2,3-dihydro-1,4-benzoxazepin-5-one